BrC1=CC=C(C(=O)NC2=C(C(=CC=C2)C(C)C)CC(=O)O)C=C1 2-[2-(4-bromobenzamido)-6-(prop-2-yl)phenyl]acetic acid